C(#N)C1(CC1)NS(=O)(=O)C1=CC(=C2C=NN(C2=C1)C=1SC(=NN1)C(F)F)N1CCN(CC1)C(=O)NC 4-(6-(N-(1-cyanocyclopropyl)sulfamoyl)-1-(5-(difluoromethyl)-1,3,4-thiadiazol-2-yl)-1H-indazol-4-yl)-N-methylpiperazine-1-carboxamide